OC1(CC(C1)C)NC(CN1C(C2=CC=C(C=C2C2(C(C2)(F)F)C1)Br)=O)=O N-(3-cis-hydroxy-3-methylcyclobutyl)-2-[6-bromo-1',1'-difluoro-1-oxospiro[3H-isoquinoline-4,2'-cyclopropane]-2-yl]acetamide